N-[4-(cyanomethyl)-2,5-difluoro-phenyl]-6-(cyclopropylmethyl)-7-oxo-1H-pyrrolo[2,3-c]pyridine-3-sulfonamide C(#N)CC1=CC(=C(C=C1F)NS(=O)(=O)C1=CNC=2C(N(C=CC21)CC2CC2)=O)F